OC(C=1N=CN(C1)S(=O)(=O)N(C)C)C1=CC=C(C=C1)[N+](=O)[O-] 4-(hydroxy(4-nitrophenyl)methyl)-N,N-dimethyl-1H-imidazole-1-sulfonamide